CN(C[C@H](C1=CC=CC=C1)NC(=O)N1C(C=2N(N=C(C2C1)NC(C1=CC=C(C=C1)[N+](=O)[O-])=O)C(=O)OCC)(C)C)C Ethyl (S)-5-((2-(dimethylamino)-1-phenylethyl)carbamoyl)-6,6-dimethyl-3-(4-nitrobenzamido)-5,6-dihydropyrrolo[3,4-c]pyrazole-1(4H)-carboxylate